(2-bromo-5-((3-((tert-butyl(dimethyl)silyl)oxymethyl)phenoxy)methyl)phenyl)methyl methanesulfonate CS(=O)(=O)OCC1=C(C=CC(=C1)COC1=CC(=CC=C1)CO[Si](C)(C)C(C)(C)C)Br